C1C(CC12CCNCC2)CN2CCN(CC2)C2=CC=C1C(=NN(C1=C2)C)C2C(NC(CC2)=O)=O 3-(6-(4-((7-azaspiro[3.5]non-2-yl)methyl)piperazin-1-yl)-1-methyl-1H-indazol-3-yl)piperidine-2,6-dione